O(C1=CC=CC=C1)CC(=O)SCC(SCCSC(COC1=CC=CC=C1)=O)CSCCSC(COC1=CC=CC=C1)=O 4-Phenoxyacetylthiomethyl-1,8-bisphenoxyacetylthio-3,6-dithiaoctane